NC aminomethan